5-(cyclopropylmethoxy)pyrazolo[1,5-a]pyridine C1(CC1)COC1=CC=2N(C=C1)N=CC2